4-(6-(2-ethoxy-2-oxoethyl)pyridin-3-yl)-2,2-dimethylpiperazine-1-carboxylic acid tert-butyl ester C(C)(C)(C)OC(=O)N1C(CN(CC1)C=1C=NC(=CC1)CC(=O)OCC)(C)C